1-(2-((2,2-difluorobenzo[d][1,3]dioxol-5-yl)-amino)-5-methyl-pyridin-4-yl)-N-(2-hydroxy-1-phenylethyl)-1H-pyrrole-3-carboxamide FC1(OC2=C(O1)C=CC(=C2)NC2=NC=C(C(=C2)N2C=C(C=C2)C(=O)NC(CO)C2=CC=CC=C2)C)F